N1(CCNCC1)C1=NC(=CC(=N1)NC1=CC2=C(C=N1)C=NN2C(C)C)N2CCNCC2 N-[2,6-di(piperazin-1-yl)pyrimidin-4-yl]-1-(propan-2-yl)-1H-pyrazolo[4,3-c]pyridin-6-amine